O1CCN(CC1)C(C=O)C 2-morpholino-1-propanone